ClC1=C(C=C(C=C1)C=1NC(C=2N(C1)N=C(C2C(C(F)(F)F)(F)F)C(=O)O)=O)F 6-(4-Chloro-3-fluorophenyl)-4-oxo-3-(pentafluoroethyl)-4,5-dihydropyrazolo[1,5-a]pyrazine-2-carboxylic acid